ClC1=NC=C(C(=C1)N1C(C=2C(C=C1)=NN(C2)CC2=C(C=CC=C2F)F)=O)Cl 5-(2,5-dichloropyridin-4-yl)-2-(2,6-difluorobenzyl)-2,5-dihydro-4H-pyrazolo[4,3-c]pyridin-4-one